9-cyclopropyl-5-(3-fluoro-4-methylbenzyl)-6-oxo-6,7-dihydro-5H-benzo[7]annulene-8-carbaldehyde C1(CC1)C1=C(CC(C(C2=C1C=CC=C2)CC2=CC(=C(C=C2)C)F)=O)C=O